Methyl heptane-1-carboxylate C(CCCCCC)C(=O)OC